BrC1=CC=C(C=C1)C1(NC2=C(N1)C(=CC=C2OC)OC)C2=CC=CC=C2 2-(4-bromophenyl)-4,7-dimethoxy-2-phenyl-1H-benzo[d]imidazole